OC[C@@H]1N(CC1)C1=CC=C(N=N1)C1=C(C=C(C=C1C)C)O 2-[6-[(2R)-2-(hydroxymethyl)azetidin-1-yl]pyridazin-3-yl]-3,5-dimethyl-phenol